(S)-4-{2-[2-(2,5-Dimethylthiazol-4-yl)acetylamino]-2-(4-ethylthiazol-2-yl)ethyl}-phenyl-sulfamic acid CC=1SC(=C(N1)CC(=O)N[C@@H](CC1=CC=C(C=C1)NS(O)(=O)=O)C=1SC=C(N1)CC)C